(S)-5-cyclopropyl-5-(3-(4,5-dihydro-1H-benzo[d]azepin-3(2H)-yl)-3-oxopropyl)imidazolidine-2,4-dione C1(CC1)[C@]1(C(NC(N1)=O)=O)CCC(=O)N1CCC2=C(CC1)C=CC=C2